Cl.ClC1=C(C=CC=C1)C=1N=C(SC1)C=1C(=NC=C(C1)N1CCC2(CNC2)CC1)C(=O)N (4-(2-chlorophenyl)thiazol-2-yl)-5-(2,7-diazaspiro[3.5]non-7-yl)picolinamide hydrochloride